tert-butyl-(R)-2-(2-((1,1'-biphenyl)-4-yl)-3,3-difluoroallyl)pyrrolidine-1-carboxylic acid C(C)(C)(C)[C@]1(N(CCC1)C(=O)O)CC(=C(F)F)C1=CC=C(C=C1)C1=CC=CC=C1